(2-methylpyrimidin-5-yl)pyrrolidin-3-amine CC1=NC=C(C=N1)N1CC(CC1)N